NC=1N=C(SC1C(C1=CC=CC=C1)=O)N(C1=CC(=CC=C1)C)[C@@H](C(=O)N)C (R)-2-(N-(4-amino-5-benzoyl-thiazol-2-yl)-3-methyl-anilino)propanamide